2-(2-bromo-5-ethyl-7-oxo[1,2,4]triazolo[1,5-a]pyrimidin-4-yl)-N-[2-chloro-5-fluoro-4-(trifluoromethyl)phenyl]acetamide BrC1=NN2C(N(C(=CC2=O)CC)CC(=O)NC2=C(C=C(C(=C2)F)C(F)(F)F)Cl)=N1